2-(3-((3S,4S)-3-fluoro-4-hydroxypiperidine-1-carbonyl)-4,5,6,7-tetrahydro-1H-indazol-1-yl)-1-(4-(o-tolyloxy)piperidin-1-yl)ethanone F[C@H]1CN(CC[C@@H]1O)C(=O)C1=NN(C=2CCCCC12)CC(=O)N1CCC(CC1)OC1=C(C=CC=C1)C